3-fluorophenylboronic acid FC=1C=C(C=CC1)B(O)O